4-tert-butylcyclohexane-1,2-dione C(C)(C)(C)C1CC(C(CC1)=O)=O